C1(CC1)C1=CC=C(N=N1)N1C2(CC(C1)(C2)COC2=CC(N(C(=C2)C)C)=O)CNC2=C1C=CN=C(C1=CC=C2)NCC2=C(C=C(C=C2)OC)OC 4-((2-(6-cyclopropylpyridazin-3-yl)-1-(((1-((2,4-dimethoxybenzyl)amino)isoquinolin-5-yl)amino)methyl)-2-azabicyclo[2.1.1]hexan-4-yl)methoxy)-1,6-dimethylpyridin-2(1H)-one